F[C@H]1CN(CC[C@H]1NC1=C2C=C(N(C2=CC=C1)CC(F)(F)F)C1=NOC(=N1)CNC(=O)OC(C)(C)C)C 3-{4-[(3S,4R)-3-fluoro-1-methyl-4-piperidylamino]-1-(2,2,2-trifluoroethyl)-2-indolyl}-5-[(tert-butoxycarbonylamino)methyl]-1,2,4-oxadiazole